5-[1-(2,2-Dimethylpropyl)-5-fluoro-1H-pyrazol-4-yl]-6-chinolin-7-ylpyridin-2-carbonitril CC(CN1N=CC(=C1F)C=1C=CC(=NC1C1=CC=C2C=CC=NC2=C1)C#N)(C)C